C(CCCC)C=1C(=C(C(=O)O)C=CC1)O.C(C=1C(O)=CC=CC1)(=O)OCCCCC Amyl Salicylate (pentyl 2-hydroxybenzoate)